(1S,3S)-3-butyl-6-methoxy-1-(4-((2-methoxyethyl)carbamoyl)phenyl)-3,4-dihydroisoquinoline-2(1H)-carboxylic acid tert-butyl ester C(C)(C)(C)OC(=O)N1[C@H](C2=CC=C(C=C2C[C@@H]1CCCC)OC)C1=CC=C(C=C1)C(NCCOC)=O